FC(C=1C2=CN(N=C2C(=C(C1)C1=CC=C(C=C1)OCCN1CCOCC1)C)C(C(=O)OCC)C1=C2N(C=N1)C[C@@H](C2)F)F ethyl 2-[4-(difluoromethyl)-7-methyl-6-[4-(2-morpholinoethoxy)phenyl]indazol-2-yl]-2-[(6R)-6-fluoro-6,7-dihydro-5H-pyrrolo[1,2-c]imidazol-1-yl]acetate